Cl.FC=1C=C(OC2=C3C(=NC=C2)NC=C3C3=CC(=NC=N3)N)C=CC1 6-(4-(3-fluorophenoxy)-1H-pyrrolo[2,3-b]pyridin-3-yl)pyrimidin-4-amine hydrochloride